N-(trifluoromethylphenyl)-5-methylisoxazol-4-carboxamide FC(F)(F)C1=C(C=CC=C1)NC(=O)C=1C=NOC1C